(S)-6-((4-((2-hydroxy-1-phenylethyl)amino)-5-(3-(2-hydroxypropan-2-yl)-1,2,4-oxadiazol-5-yl)pyrimidin-2-yl)amino)-1-isopropyl-1,2-dihydro-3H-indazol-3-one OC[C@H](C1=CC=CC=C1)NC1=NC(=NC=C1C1=NC(=NO1)C(C)(C)O)NC1=CC=C2C(NN(C2=C1)C(C)C)=O